N-(3-fluoro-5-(1-(4-fluorophenyl)-1H-pyrazol-4-yl)benzyl)-8-(spiro[3.3]heptan-2-yl)-7H-Purine-6-carboxamide FC=1C=C(CNC(=O)C2=C3NC(=NC3=NC=N2)C2CC3(C2)CCC3)C=C(C1)C=1C=NN(C1)C1=CC=C(C=C1)F